FC1=CC=C(C(=N1)C)OC=1N=NC(=C(C1C(=O)NC1=CC(=CC=C1)[S@@](=O)N(C(CO)=O)C)C)C(F)(F)F (R)-3-((6-fluoro-2-methylpyridin-3-yl)oxy)-N-(3-(N-(2-hydroxyacetyl)-S-methylaminosulfinyl)phenyl)-5-methyl-6-(trifluoromethyl)pyridazine-4-carboxamide